ClC=1C(=NC=CC1I)NC1CC1 3-chloro-N-cyclopropyl-4-iodopyridin-2-amine